NC([C@H](CCC(F)(F)F)NC(OCC1C2=CC=CC=C2C=2C=CC=CC12)=O)=O 9H-fluoren-9-ylmethyl [(2S)-1-amino-5,5,5-trifluoro-1-oxopentanyl]carbamate